N-(3-{4-[6-(2-butoxyethoxy)pyridin-3-yl]-6-oxo-1,6-dihydropyrimidin-2-yl}-4-(trifluoromethyl)benzyl)isobutyramide C(CCC)OCCOC1=CC=C(C=N1)C=1N=C(NC(C1)=O)C=1C=C(CNC(C(C)C)=O)C=CC1C(F)(F)F